3-(6-chloro-4-((4-methoxypiperidin-1-yl)methyl)-1H-pyrrolo[2,3-b]pyridin-1-yl)thietane 1,1-dioxide ClC1=CC(=C2C(=N1)N(C=C2)C2CS(C2)(=O)=O)CN2CCC(CC2)OC